C1(CC1)C(=O)NC1=CC(=C(N=N1)C(=O)NOC1CC1)NC1=C(C(=CC=C1)C1=NN(C=N1)CCF)OC 6-(cyclopropanecarboxamido)-N-cyclopropoxy-4-((3-(1-(2-fluoroethyl)-1H-1,2,4-triazol-3-yl)-2-methoxyphenyl)amino)pyridazine-3-carboxamide